1-(2,4,5-trifluorobenzyl)-6-(6-chloro-2-methyl-2H-indazol-5-ylamino)-3-(2-(3-(dimethylamino)pyrrolidin-1-yl)-2-oxoethyl)pyrimidine-2,4(1H,3H)-dione FC1=C(CN2C(N(C(C=C2NC2=CC3=CN(N=C3C=C2Cl)C)=O)CC(=O)N2CC(CC2)N(C)C)=O)C=C(C(=C1)F)F